C(C1=CC=CC=C1)OC(=O)N[C@H]1[C@H]([C@@H]2CC[C@H](C1)N2C(=O)OC(C)(C)C)F |r| (±)-tert-butyl (1S,2R,3R,5R)-3-(((benzyloxy)carbonyl)amino)-2-fluoro-8-azabicyclo[3.2.1]octane-8-carboxylate